C1(CC1)C(=O)C=1N=C2N(N1)[C@@H](CC2(F)F)C2=CC=CC=C2 cyclopropyl-[(5S)-7,7-difluoro-5-phenyl-5,6-dihydropyrrolo[1,2-b][1,2,4]triazol-2-yl]methanone